C(C)(C)(C)C1=NC=C(N=C1)Cl 2-(tert-butyl)-5-chloropyrazine